ethanol, vanadium salt [V].C(C)O